CC1=C(C(C(=C1C)C)C)CC1=CC=CC=C1 ((2,3,4,5-tetramethylcyclopenta-1,3-dien-1-yl)methyl)benzene